ClC=1C=C2[C@H]([C@](COC2=CC1)(C)O)NC(=O)C=1C=C2[C@@H](CCOC2=CC1)N1C(N[C@](CC1=O)(C)CC)=N (4R)-N-[(3S,4R)-6-chloro-3-hydroxy-3-methyl-chroman-4-yl]-4-[(4R)-4-ethyl-2-imino-4-methyl-6-oxo-hexahydropyrimidin-1-yl]chromane-6-carboxamide